C(C1=CC=CC=C1)OC1=CC=C(C(=C1C[C@]1(C(O[C@@H](O1)C(C)(C)C)=O)C1=C(C=CC=C1)F)Br)Cl (2R,5R)-5-(6-(benzyloxy)-2-bromo-3-chlorobenzyl)-2-(tert-butyl)-5-(2-fluorophenyl)-1,3-dioxolan-4-one